ethyl 3-(4-amino-9-(2-((1R,3S,5R)-3-((6-bromopyridin-2-yl)carbamoyl)-5-methyl-2-azabicyclo[3.1.0]hexan-2-yl)-2-oxoethyl)-9H-pyrimido[4,5-b]indol-6-yl)propanoate NC1=NC=NC=2N(C3=CC=C(C=C3C21)CCC(=O)OCC)CC(=O)N2[C@@H]1C[C@@]1(C[C@H]2C(NC2=NC(=CC=C2)Br)=O)C